C(C)(C)(C)C1=NN=C(O1)C(=O)NCC1=C(C(=C(C=C1)C1=NC=NN2C1=CC(=C2)C=2C=NN(C2)C)F)OC 5-(tert-butyl)-N-(3-fluoro-2-methoxy-4-(6-(1-methyl-1H-pyrazol-4-yl)pyrrolo[2,1-f][1,2,4]triazin-4-yl)benzyl)-1,3,4-oxadiazole-2-carboxamide